BrC1CC(C1)C(F)(F)F 1-bromo-3-(trifluoromethyl)cyclobutane